FC=1C=C2C=3C(=NNC(C3C1)=O)C(C(N2)C2=CC=C(C=C2)F)N2C(=NC=C2)C 5-fluoro-8-(4-fluorophenyl)-9-(2-methyl-1H-imidazol-1-yl)-8,9-dihydro-2H-pyrido[4,3,2-de]phthalazin-3(7H)-one